ClC1=CC2=NC=3C=CC(=CC3C(C2=C(C1=O)Cl)(C)C)OCC1=CC=C(C=C1)NC(=O)C1NCCC1 N-(4-(((6,8-dichloro-9,9-dimethyl-7-oxo-7,9-dihydroacridin-2-yl)oxy)methyl)phenyl)pyrrolidine-2-carboxamide